ClC=1C=C2C(NNC(C2=CC1Cl)=O)=O 6,7-Dichloro-2,3-dihydro-phthalazine-1,4-dione